ClC1CCC=2C(=CC=CC12)C#N 1-chloro-2,3-dihydro-1H-indene-4-carbonitrile